2-methyl-2,8-diazaspiro[4.5]decane CN1CC2(CC1)CCNCC2